OCCCOOCCCO hydroxylpropylperoxide